COC=1C=C(C=CC1OC)CO (3,4-dimethoxyphenyl)Methanol